1-methyl-N-(2-(1-methylpiperidin-4-yl)-1H-pyrrolo[3,2-c]pyridin-6-yl)-1H-pyrazole-4-carboxamide CN1N=CC(=C1)C(=O)NC1=CC2=C(C=N1)C=C(N2)C2CCN(CC2)C